C(C)(C)(C)OC(=O)N1CCN(CC1)C1=C(C=C(C=C1)N)C1=CC=CC=C1 4-(5-Amino-[1,1'-biphenyl]-2-yl)piperazine-1-carboxylic acid tert-butyl ester